undecylethylene glycol monomethyl ether COC(CO)CCCCCCCCCCC